2'-Chloro-5'-(methoxy-d3)-6-(methyl-d3)-[4,4'-bipyridine]-3-carboxylic acid ethyl ester C(C)OC(=O)C=1C=NC(=CC1C1=CC(=NC=C1OC([2H])([2H])[2H])Cl)C([2H])([2H])[2H]